CC1=NOC=C1C(=O)NC1=NN(C2=CC=CC=C12)CC1=CC=C(C=C1)C(F)(F)F 3-methyl-N-(1-(4-(trifluoromethyl)benzyl)-1H-indazol-3-yl)isoxazole-4-carboxamide